(3-chloro-4-(pyridin-2-ylmethoxy) phenyl)-7-methoxyquinazolin-6-yl acetate C(C)(=O)OC=1C=C2C=NC(=NC2=CC1OC)C1=CC(=C(C=C1)OCC1=NC=CC=C1)Cl